C1(CCC2=CC=CC=C12)NC(=O)C1=C(OC=2N=CN=C(C21)NC2(CC2)C)C N-(2,3-dihydro-1H-inden-1-yl)-6-methyl-4-[(1-methylcyclopropyl)amino]furo[2,3-d]pyrimidine-5-carboxamide